(R)-2-(3-((4-(2-Hydroxy-4-(trifluoromethyl)phenyl)-6,7-dihydro-5H-cyclopenta[d]pyridazin-1-yl)amino)piperidin-1-yl)acetic acid OC1=C(C=CC(=C1)C(F)(F)F)C=1C2=C(C(=NN1)N[C@H]1CN(CCC1)CC(=O)O)CCC2